monotert.-butyl ether C(C)(C)(C)OC(C)(C)C